4-(4,5-diisopropyl-1H-imidazol-2-yl)-2,6-dimethoxyphenol C(C)(C)C=1N=C(NC1C(C)C)C1=CC(=C(C(=C1)OC)O)OC